[I-].BrC=1C=C(C=CC1)N1N=C[N+](=C1)CCCC 1-(3-bromophenyl)-4-butyl-1,2,4-triazol-4-ium iodide